ClC=1C(=C(C(=CC1)N1N=NN=C1)C1=CC(N2[C@@H](CC[C@H]2C1)C=1NC(=CN1)C1=C(C=NC(=C1)C(F)(F)F)NC(C)=O)=O)F N-[4-[2-[(3S,8aS)-7-[3-Chloro-2-fluoro-6-(tetrazol-1-yl)phenyl]-5-oxo-2,3,8,8a-tetrahydro-1H-indolizin-3-yl]-1H-imidazol-5-yl]-6-(trifluoromethyl)-3-pyridyl]acetamide